C(CC)(=O)N1CCN(CC1)C1C(CC(CC1)N1C(C=CC2=CN=C3C(=C12)C=C(C=C3)C=3C=NC1=CC=CC=C1C3)=O)C(F)(F)F 1-(4-(4-propionylpiperazin-1-yl)-3-(trifluoromethyl)cyclohexyl)-9-(quinolin-3-yl)benzo[h][1,6]naphthyridin-2(1H)-one